C1(=CCCCC1)C1=NN2C(N(C3=C(C2=O)CN(C3=O)C(C)C)CC(=O)NC3=NC=C(C=C3)F)=C1 2-(2-(Cyclohex-1-en-1-yl)-6-isopropyl-5,8-dioxo-5,6,7,8-tetrahydro-4H-pyrazolo[1,5-a]pyrrolo[3,4-d]pyrimidin-4-yl)-N-(5-fluoropyridin-2-yl)acetamide